trans-4-(((7-(cyclopentylamino)-5-fluoro-4-oxo-3,4-dihydro-quinazolin-2-yl)methyl)thio)-2-(trifluoromethyl)piperidine-1-carboxylic acid tert-butyl ester C(C)(C)(C)OC(=O)N1[C@H](C[C@@H](CC1)SCC1=NC2=CC(=CC(=C2C(N1)=O)F)NC1CCCC1)C(F)(F)F